C(C)(C)(C)OC(N(C)C1CCN(CC1)C1=CC=CC=2N(C(N(C21)C)=O)C2C(NC(CC2)=O)=O)=O (1-(1-(2,6-Dioxopiperidin-3-yl)-3-methyl-2-oxo-2,3-dihydro-1H-benzo[d]imidazol-4-yl)piperidin-4-yl)(methyl)carbamic acid tert-butyl ester